(R)-4-(7-(4-chloropyridin-2-yl)-4-methoxy-7H-pyrrolo[2,3-d]pyrimidin-5-yl)-5-methylmorpholine-3-one ClC1=CC(=NC=C1)N1C=C(C2=C1N=CN=C2OC)N2C(COC[C@H]2C)=O